N2-[(2,3-difluorophenyl)methyl]-6-(1H-indazol-6-yl)-N4-methyl-1,3,5-triazine-2,4-diamine FC1=C(C=CC=C1F)CNC1=NC(=NC(=N1)NC)C1=CC=C2C=NNC2=C1